4-(4-(((Cyclobutylmethyl)disulfaneyl)methyl)phenyl)-2-(2,6-difluorophenyl)-4,5-dihydrooxazole C1(CCC1)CSSCC1=CC=C(C=C1)C1N=C(OC1)C1=C(C=CC=C1F)F